allyl phenylacetate (allyl acetate) C(C=C)CC(=O)O.C1(=CC=CC=C1)CC(=O)OCC=C